P(=O)(OOC1=C(C=C(C=C1)C(C)(C)C)C(C)(C)C)(OOC1=C(C=C(C=C1)C(C)(C)C)C(C)(C)C)[O-].[Na+] sodium bis(2,4-di-t-butylphenoxy) phosphate